(S)-4-cyanophenyl ethylene oxide C(#N)C1=CC=C(C=C1)[C@H]1CO1